N-((1-(cyclopropylmethyl)pyrrolidin-3-yl)methyl)-4-(3-(4-methoxyphenyl)-1,2,4-oxadiazol-5-yl)piperazine-1-carboxamide C1(CC1)CN1CC(CC1)CNC(=O)N1CCN(CC1)C1=NC(=NO1)C1=CC=C(C=C1)OC